2-amino-4-(2-fluorophenyl)thiazole-5-carbonitrile NC=1SC(=C(N1)C1=C(C=CC=C1)F)C#N